C(\C=C/C(=O)O)(=O)O.CN(C(C)C)C N,N-dimethylpropan-2-amine, maleate salt